1,2-propylene sulphide C1C(C)S1